CC1=NC(=CC=N1)[C@@H]1[C@H](C1)C1=NC=CC(=N1)C([2H])([2H])[2H] 2-methyl-6-((1S,2S)-2-(4-(methyl-d3)pyrimidin-2-yl)cyclopropyl)pyrimidin